3-(2-chloro-3-(1,2,3,4-tetrahydroquinolin-6-yl)phenyl)piperidine-2,6-dione ClC1=C(C=CC=C1C=1C=C2CCCNC2=CC1)C1C(NC(CC1)=O)=O